C1(CCCCC1)/C=C/C1=CC=C(CC2=NOC(=C2)C=2C(=NC=CC2)N(C(=O)OC(C)(C)C)C(=O)OC(C)(C)C)C=C1.[Bi+] bismuth (i) Di-tert-butyl [(E)-3-(3-(4-(2-cyclohexylvinyl)benzyl)isoxazol-5-yl)pyridin-2-yl]imidodicarbonate